6-(2,5-dihydroxyfurfurylamino)-9-β-D-arabinofuranosylpurine OC1(CNC2=C3N=CN(C3=NC=N2)[C@H]2[C@@H](O)[C@H](O)[C@H](O2)CO)CC=C(O1)O